2-((2-(1H-pyrrol-1-yl)quinazolin-4-yl)amino)ethan-1-ol N1(C=CC=C1)C1=NC2=CC=CC=C2C(=N1)NCCO